(S)-N-(8,9-difluoro-6-oxo-1,4,5,6-tetrahydro-2H-pyrano[3,4-c]isoquinolin-1-yl)-N-methyl-1H-indole-2-carboxamide FC=1C(=CC=2C3=C(NC(C2C1)=O)COC[C@H]3N(C(=O)C=3NC1=CC=CC=C1C3)C)F